1-(4-(7-(2-amino-7-fluorobenzo[d]thiazol-4-yl)-6-chloro-2-(3-(dimethylamino)azetin-1-yl)-8-fluoroquinazolin-4-yl)piperazin-1-yl)prop-2-en-1-one NC=1SC2=C(N1)C(=CC=C2F)C2=C(C=C1C(=NC(=NC1=C2F)N2C=C(C2)N(C)C)N2CCN(CC2)C(C=C)=O)Cl